BrC1=C2C(=NNC2=CC(=C1C(F)(F)F)C)I 4-bromo-3-iodo-6-methyl-5-(trifluoromethyl)-1H-indazole